C(C)(=O)N[C@H]1C=C[C@@H](C1)N1N=C(C=2C1=NC=NC2N)C2=CC=C(C=C2)CNC(C2=C(C=CC=C2)OC)=O N-[[4-[1-[(1R,4R)-4-acetamidocyclopent-2-en-1-yl]-4-amino-pyrazolo[3,4-d]pyrimidin-3-yl]phenyl]methyl]-2-methoxy-benzamide